FC(C=1C(=NC(=CC1)N1C=NC2=C1C=CC(=C2)NC=2N=NC(=CC2)C)N2N=C(C=C2F)C#N)F 1-[3-(difluoromethyl)-6-[5-[(6-methylpyridazin-3-yl)amino]benzimidazol-1-yl]-2-pyridyl]-5-fluoro-pyrazole-3-carbonitrile